BrC=1C=C2C(=C(C(NC2=NC1)=O)C(=O)NC1CCC(CC1)C)C 6-bromo-4-methyl-N-(4-methylcyclohexyl)-2-oxo-1H-1,8-naphthyridine-3-carboxamide